(S)-7-((4-acetyl-5-fluoro-6-oxopyrimidin-1(6H)-yl)methyl)-4-(cyclopropylethynyl)-4-(trifluoromethyl)-3,4-dihydroquinazolin-2(1H)-one C(C)(=O)C=1N=CN(C(C1F)=O)CC1=CC=C2[C@](NC(NC2=C1)=O)(C(F)(F)F)C#CC1CC1